sodium di-metaperiodate I(=O)(=O)(=O)[O-].I(=O)(=O)(=O)[O-].[Na+].[Na+]